1-N-tetradecylpyridinium C(CCCCCCCCCCCCC)[N+]1=CC=CC=C1